4-(6-(bis(4-methoxybenzyl)amino)-4-methyl-3-trifluoromethylpyridin-2-yl)-5-fluoro-7,9-dioxo-2,3,6,7,8,9-hexahydro-1H-pyrrolo[2,3-f]quinazoline COC1=CC=C(CN(C2=CC(=C(C(=N2)C2=C3C(=C4C(NC(NC4=C2F)=O)=O)NCC3)C(F)(F)F)C)CC3=CC=C(C=C3)OC)C=C1